COC1=C(CN(S(=O)(=O)C2=C(C=C(C=C2)N2CC(CCC2)(CCC2=CC(=CC=C2)C(F)(F)F)N(C)C)C)C2=NC=NC=C2)C=CC(=C1)OC N-(2,4-Dimethoxybenzyl)-4-(3-(dimethylamino)-3-(3-(trifluoromethyl)phenethyl)-piperidin-1-yl)-2-methyl-N-(pyrimidin-4-yl)benzenesulfonamide